2-(2,6-dioxopiperidin-3-yl)-1,3-dioxoisoindolin-5-carboxylic acid O=C1NC(CCC1N1C(C2=CC=C(C=C2C1=O)C(=O)O)=O)=O